2-(10-bromodecanoylamino)-N-(4,5-dimethylthiazol-2-yl)benzamide BrCCCCCCCCCC(=O)NC1=C(C(=O)NC=2SC(=C(N2)C)C)C=CC=C1